1-(2-fluorophenyl)-(S)-1-methoxymethoxypropyl-(S)-2-propylcarbamate FC1=C(C=CC=C1)C[C@H](C)N(C([O-])=O)[C@H](CC)OCOC